1-(4-[7-[6-amino-3-(trifluoromethoxy)pyridin-2-yl]-6-chloroquinazolin-4-yl]piperazin-1-yl)prop-2-en-1-one NC1=CC=C(C(=N1)C1=C(C=C2C(=NC=NC2=C1)N1CCN(CC1)C(C=C)=O)Cl)OC(F)(F)F